(S)-6-(2-(2-(6-(4-(1-aminoethyl)phenoxy)hexyloxy)ethoxy)ethoxy)hexanoic acid hydrochloride Cl.N[C@@H](C)C1=CC=C(OCCCCCCOCCOCCOCCCCCC(=O)O)C=C1